CN1CC=NC2=CC=CC=C12 N-methyl-quinoxaline